1-bromo-2-(bromomethyl)-4-fluorobenzene BrC1=C(C=C(C=C1)F)CBr